3,4-dihydroxyphenethyl isothiocyanate OC=1C=C(CCN=C=S)C=CC1O